10-(2-(2-((1R,4R)-2-oxa-5-azabicyclo[2.2.1]heptan-5-yl)ethoxy)ethyl)-3,7-dibromo-10H-dipyrido[3,2-b:2',3'-e][1,4]oxazine [C@H]12OC[C@H](N(C1)CCOCCN1C3=C(OC4=C1N=CC(=C4)Br)C=C(C=N3)Br)C2